2,3-bis(2,6-di-tert-butylphenylimino)butane C(C)(C)(C)C1=C(C(=CC=C1)C(C)(C)C)N=C(C)C(C)=NC1=C(C=CC=C1C(C)(C)C)C(C)(C)C